BrC=1C=C(C=CC1)N1[C@H](CN(C[C@H]1C)C(=O)OC(C)(C)C)C tert-butyl (3S,5R)-4-(3-bromophenyl)-3,5-dimethyl-piperazine-1-carboxylate